ClC=1C=C(C=CC1Cl)C=1SC=C(N1)NC(=O)N1CCNCC1 N-(2-(3,4-dichlorophenyl)thiazol-4-yl)piperazine-1-carboxamide